CC=1C2=C(N=NC1C1=C(C=C(C=C1)C(F)(F)F)O)N(C=N2)[C@H]2CN(CCC2)C([2H])([2H])[2H] (R)-2-(4-methyl-7-(1-(methyl-d3)piperidin-3-yl)-7H-imidazo[4,5-c]pyridazin-3-yl)-5-(trifluoromethyl)phenol